NC1=C(C(=NN1C1CCC(CC1)(F)F)C1=CC=C(C=C1)CNC(C1=C(C=CC=C1)OC)=O)C#N N-[[4-[5-amino-4-cyano-1-(4,4-difluorocyclohexyl)pyrazol-3-yl]phenyl]methyl]-2-methoxy-benzamide